C(C)(=O)NC1=NC=CC=C1CCC(=O)O (S)-2-acetamido-3-pyridine-propionic acid